CN1N=CC(=C1C)CN1CC(OCC1)C1=NC=C(C=C1)C=1C=NC=NC1 4-((1,5-dimethyl-1H-pyrazol-4-yl)methyl)-2-(5-(pyrimidin-5-yl)pyridin-2-yl)morpholine